(S)-N-(1-cyanopyrrolidin-3-yl)-1-phenylmethanesulfonamide C(#N)N1C[C@H](CC1)NS(=O)(=O)CC1=CC=CC=C1